COC(C1=C(C=CC(=C1)\C=C\C(N1C(C=CCC1)=O)=O)OC)=O (E)-Methyl-2-methoxy-5-(3-oxo-3-(2-oxo-5,6-dihydropyridin-1(2H)-yl)prop-1-ene-1-yl)benzoate